(2-bromo-4-chlorophenyl)-4-(trimethylsilyl)-1H-1,2,3-triazole BrC1=C(C=CC(=C1)Cl)N1N=NC(=C1)[Si](C)(C)C